4-[(1S)-1-methyl-2-[[(R)-[(3R)-7-(1-methylpyrazol-4-yl)-1,2,3,4-tetrahydropyrido[2,3-b]pyrazin-3-yl]-phenyl-methyl]amino]ethyl]benzonitrile C[C@H](CN[C@H](C1=CC=CC=C1)[C@H]1CNC2=C(N1)N=CC(=C2)C=2C=NN(C2)C)C2=CC=C(C#N)C=C2